(2-Ethyl-4,5,6,7-tetrahydro-1-benzothien-3-yl)-1-[(1-methyl-1H-pyrazol-4-yl)(1-methylpiperidin-3-yl)sulfamoyl]urea C(C)C=1SC2=C(C1N(C(=O)N)S(N(C1CN(CCC1)C)C=1C=NN(C1)C)(=O)=O)CCCC2